FC(N1N=C(C=C1)C=1C(=CC(=NC1)NC1=NC(=NC=C1)N1CC([C@@H](C1)CO)(C)C)NC1CCC(CC1)(O)C)F (1s,4s)-4-((5-(1-(Difluoromethyl)-1H-pyrazol-3-yl)-2-((2-(4-(hydroxymethyl)-3,3-dimethylpyrrolidin-1-yl)pyrimidin-4-yl)amino)pyridin-4-yl)amino)-1-methylcyclohexan-1-ol